O=S1(C(CCC1)CC(=O)NC)=O 2-(1,1-dioxo-1λ6-thiolan-2-yl)-N-methylacetamide